C1=CC=CC=2C3=CC=CC=C3C(C12)CNC(=O)O[C@@H](C)C(N(C)OC)=O (S)-1-(N-methoxy-N-methylcarbamoyl)ethyl (9H-fluoren-9-yl)methanecarbamate